C1(=CC=C(C=C1)C(=O)C1=CC(=C(OCCCOC=2C=C3C=NN(C3=CC2)CC(=O)OC)C=C1)CCC)C1=CC=CC=C1 methyl 2-(5-(3-(4-([1,1'-biphenyl]-4-carbonyl)-2-propylphenoxy)propoxy)-1H-indazol-1-yl)acetate